CC(C=O)(CC)C 2,2-dimethyl-butyraldehyde